NC1=NN(C(=C1)[C@@H]1C[C@@H](CC1)O)C(C)(C)C (1R,3S)-3-(3-amino-1-tert-butyl-1H-pyrazol-5-yl)cyclopentan-1-ol